CC1=CC=CC(=N1)C1=NN2C(C(=N1)NC1=NC(=NC=C1)NC1=CC=C(C=C1)CC(=O)O)=CC=C2 2-[4-[[4-[[2-(6-methyl-2-pyridyl)pyrrolo[2,1-f][1,2,4]triazin-4-yl]amino]pyrimidin-2-yl]amino]phenyl]acetic acid